(S)-5-(4-chlorophenyl)-3-(3-methyl-1H-indazol-5-yl)-5,6,7,8-tetrahydro-[1,2,4]triazolo[4,3-a]pyridine ClC1=CC=C(C=C1)[C@@H]1CCCC=2N1C(=NN2)C=2C=C1C(=NNC1=CC2)C